(ethane-1,2-diyl)bis(hydroxylamine) dihydrochloride Cl.Cl.C(CNO)NO